3-chloro-1-(3-methylbenzyl)-1H-1,2,4-triazole ClC1=NN(C=N1)CC1=CC(=CC=C1)C